5-[(4-tert-butylphenoxy)methyl]-1,3,4-oxadiazol-2(3H)-one C(C)(C)(C)C1=CC=C(OCC2=NNC(O2)=O)C=C1